ClC1([C@H]([C@@H]1C1=CC(=CC(=C1)Cl)Cl)C(=O)NC=1C=CC=C(C(=O)NC2=CC=C(C=C2)C(F)(F)F)C1)Cl trans-5-(2,2-Dichloro-3-(3,5-dichlorophenyl)cyclopropane-1-carboxamido)-N-(4-(trifluoromethyl)phenyl)benzamide